ClC1=NC(=NC(=C1[N+](=O)[O-])Cl)SCC 4,6-dichloro-2-(ethylthio)-5-nitropyrimidine